C[Si](C)(C)C[Si](C)(C)CCl trimethylsilylmethyl-(chloromethyl)dimethylsilane